N-(3-(5-fluoro-2-(3-sulfamoylphenylamino)pyrimidin-4-ylamino)phenyl)acrylamide FC=1C(=NC(=NC1)NC1=CC(=CC=C1)S(N)(=O)=O)NC=1C=C(C=CC1)NC(C=C)=O